CC=1C(=C(C(=O)OC=2C(=C(C=C(C2)C)C)C=2C(=CC(=CC2C)C)O)C=CC1C1=NC=CC=C1)O 3,3',5,5'-tetramethyl-biphenol methyl-2-hydroxy-4-(pyridin-2-yl)benzoate